FC(C(=O)OCC(F)(F)F)(F)F 2,2,2-trifluoroethyl 2,2,2-trifluoroacetate